C(CCCCCCCC)I n-nonyliodide